OCCN1CCC(CC1)NC(=O)NC1=C2C=C(N(C2=CC=C1)CC(F)(F)F)C#CCNC1=C(C=C(C=C1)S(=O)(=O)C)OC 1-[1-(2-hydroxy-ethyl)piperidin-4-yl]-3-(2-{3-[(4-methanesulfonyl-2-methoxyphenyl)amino]prop-1-yn-1-yl}-1-(2,2,2-trifluoroethyl)-1H-indol-4-yl)urea